6-(cyclopropanecarboxamido)-N-(methyl-d3)-4-((5-methyl-4,5-dihydro-2H-pyrazolo[4,3-c]quinolin-6-yl)amino)pyridazine-3-carboxamide C1(CC1)C(=O)NC1=CC(=C(N=N1)C(=O)NC([2H])([2H])[2H])NC1=CC=CC=2C=3C(CN(C12)C)=CNN3